methyl-2,3-dioxoindoline-6-carboxylate COC(=O)C1=CC=C2C(C(NC2=C1)=O)=O